C1(CC1)C1=NN(C2=NC(=NC=C21)C=2C(=NC=NC2OC)C2CC2)CC2=CC=C(C=C2)N2N=C(C=C2OCC)C(F)(F)F 3-cyclopropyl-6-(4-cyclopropyl-6-methoxypyrimidin-5-yl)-1-(4-(5-ethoxy-3-(trifluoromethyl)-1H-pyrazol-1-yl)benzyl)-1H-pyrazolo[3,4-d]pyrimidine